(4-(morpholinomethyl)phenyl)ethan-1-one O1CCN(CC1)CC1=CC=C(C=C1)C(C)=O